didecylamine ammonium chloride [Cl-].[NH4+].C(CCCCCCCCC)NCCCCCCCCCC